Cl.Cl.FC1=C(C=CC(=C1)C1NCCC1)[C@@]1(N=C2SC3=C(N2C1C)C=CC=C3)C(=O)NCCCN3CCC(CC3)F (S)-2-(2-fluoro-4-(pyrrolidin-2-yl)phenyl)-N-(3-(4-fluoropiperidin-1-yl)propyl)-3-methylbenzo[d]imidazo[2,1-b]thiazole-carboxamide dihydrochloride